C(C(C)(C)C)(=O)OCCOC(=O)[C@@]1(NC[C@@H]2NCC[C@@H]21)CCCCB(O)O 4-((3aS,4R,6aR)-4-((2-(pivaloyloxy)ethoxy)carbonyl)octahydropyrrolo[3,4-b]pyrrol-4-yl)butylboronic acid